CC(C)(C)O 2-Methyl-2-propanol